tert-butyl (2-(difluoromethoxy)ethyl)carbamate FC(OCCNC(OC(C)(C)C)=O)F